CC(COCNC(C=C)=O)C N-(2-methylpropoxymethyl)acrylamide